(R)-N-(3-(1-((2-amino-5-chloropyridin-3-yl)oxy)ethyl)phenyl)-3-(1-hydroxycyclohexyl)benzamide NC1=NC=C(C=C1O[C@H](C)C=1C=C(C=CC1)NC(C1=CC(=CC=C1)C1(CCCCC1)O)=O)Cl